C(C)(C)C1=NN(C=C1[N+](=O)[O-])C(C(=O)N)(C)C 2-(3-Isopropyl-4-nitro-1H-pyrazol-1-yl)-2-methylpropanamide